BrC1=CC=C(C=C1)C(C1=CNC2=C(N=CC=C21)OC)C2=CNC1=C(N=CC=C12)OC 3,3'-((4-bromophenyl)methylene)bis(7-methoxy-1H-pyrrolo[2,3-c]pyridine)